P1(=O)(O)OC2=C(C3=CC=CC=C3C=C2[Si](C2=CC=CC=C2)(C2=CC=CC=C2)C2=CC=CC=C2)C2=C(C(=CC3=CC=CC=C23)[Si](C2=CC=CC=C2)(C2=CC=CC=C2)C2=CC=CC=C2)O1 (R)-(-)-3,3'-Bis(triphenylsilyl)-1,1-binaphthyl-2,2'-diyl hydrogenphosphate